[1-(2-chlorophenyl)-5-(pyridin-2-yl)-1H-pyrazol-3-yl]methanol ClC1=C(C=CC=C1)N1N=C(C=C1C1=NC=CC=C1)CO